ClC(C(C(F)F)(F)Cl)(F)F 1,2-dichloro-1,1,2,3,3-pentafluoropropane